FC1=C(C=C(C=C1)C1=NC(=NS1)C)[N+](=O)[O-] 5-(4-fluoro-3-nitrophenyl)-3-methyl-1,2,4-thiadiazole